CN(C(=O)[C@H]1N(CCC1)C1=CC=CC(=N1)C1=NC2=CC(=NC=C2C=C1)CNC(C1=CN=CC(=C1)S(=O)(=O)C)=O)C (S)-N-((2-(6-(2-(dimethylcarbamoyl)pyrrolidin-1-yl)pyridin-2-yl)-1,6-naphthyridin-7-yl)methyl)-5-(methylsulfonyl)nicotinamide